C(C)OC(=O)C1=CC2=C(N=CS2)C=C1 benzothiazole-6-carboxylic acid ethyl ester